[N+](=O)([O-])C1=C(C=CC(=C1)C1=NOC(=N1)C(F)(F)F)NCC1(CC1)C#N 1-(((2-nitro-4-(5-(trifluoromethyl)-1,2,4-oxadiazol-3-yl)phenyl)amino)methyl)cyclopropane-1-carbonitrile